N1=CC(=C2N1CCCC2)N 4,5,6,7-tetrahydropyrazolo[1,5-a]pyridin-3-amine